C(C)(C)(C)OC(=O)N1C[C@@H]([C@H](C1)O)F (3s,4s)-3-fluoro-4-hydroxypyrrolidine-1-carboxylic acid tert-butyl ester